sodium 3-chloro-2-((2-hydroxyethyl)amino)pyridin-4-thiolate ClC=1C(=NC=CC1[S-])NCCO.[Na+]